((1-((2,2,2-trifluoroethyl)amino)cyclohexyl)methyl)benzamide FC(CNC1(CCCCC1)CC1=C(C(=O)N)C=CC=C1)(F)F